ClC1=CC2=C(NC(=N2)CNC=2C=3N(N=C(C2)N2CCNCC2)C(=CN3)C=3C=NN(C3)C(F)F)C=C1Cl N-((5,6-dichloro-1H-benzo[d]imidazol-2-yl)methyl)-3-(1-(difluoromethyl)-1H-pyrazol-4-yl)-6-(piperazin-1-yl)imidazo[1,2-b]pyridazin-8-amine